benzo[d][1,3]dioxol-5-yl((1R,2R,4S)-4-phenyl-2-(pyridin-2-yl)bicyclo[2.1.1]hexan-1-yl)methanone O1COC2=C1C=CC(=C2)C(=O)C21[C@@H](CC(C2)(C1)C1=CC=CC=C1)C1=NC=CC=C1